C(C1=CC=CC=C1)OC1=NC(=CC=C1N1C(N(C2=C1C=CC(=C2)NC2=CC=C(C=C2)CNC(OC(C)(C)C)=O)C)=O)OCC2=CC=CC=C2 tert-butyl N-[[4-[[1-(2,6-dibenzyloxy-3-pyridyl)-3-methyl-2-oxo-benzimidazol-5-yl]amino]phenyl]methyl]carbamate